2-(6-(4-(4-fluorophenyl)-4H-1,2,4-triazol-3-yl)pyridin-2-yl)-6-(isopropyl(methyl)amino)-4-((methylamino)methyl)-2,3-dihydro-1H-pyrrolo[3,4-c]pyridin-1-one FC1=CC=C(C=C1)N1C(=NN=C1)C1=CC=CC(=N1)N1CC=2C(=NC(=CC2C1=O)N(C)C(C)C)CNC